BrCC1=CC=C(C=2CCOC21)Cl 7-(bromomethyl)-4-chloro-2,3-dihydrobenzofuran